C(\C=C\C=C)(=O)O (E)-penta-2,4-dienoic acid